glucosyl-(1->4)-glucose C1([C@H](O)[C@@H](O)[C@H](O)[C@H](O1)CO)O[C@@H]([C@@H]([C@H](C=O)O)O)[C@H](O)CO